Cl.ClC=1C=NN2C1C(=CC(=C2)C=2N=NN(C2C)[C@H]2[C@@H](CNCC2)O)OC(CO)C2=NC=C(C=C2)F (3R,4R)-4-[4-[3-Chloro-4-[1-(5-fluoro-2-pyridyl)-2-hydroxy-ethoxy]pyrazolo[1,5-a]pyridin-6-yl]-5-methyl-triazol-1-yl]piperidin-3-ol HCl